2-[2-(4-acetylpiperazin-1-yl)ethoxyl-4-bromo-phenyl]-8-chloro-chromen-4-one C(C)(=O)N1CCN(CC1)CCOC1=C(C=CC(=C1)Br)C=1OC2=C(C=CC=C2C(C1)=O)Cl